C(=O)O.C(C)(=O)NC=1C=NN(C1)C1=C(C=C(C=C1)B(O)O)C1=CC=C2C(=CN=NC2=C1)N [4-(4-acetamidopyrazol-1-yl)-3-(4-aminocinnolin-7-yl)phenyl]boronic acid formate salt